ytterbium difluoride [F-].[F-].[Yb+2]